2-[4-(5-amino-4-cyano-1-isopropyl-pyrazol-3-yl)phenyl]prop-2-enoic acid methyl ester COC(C(=C)C1=CC=C(C=C1)C1=NN(C(=C1C#N)N)C(C)C)=O